OC1(CC(NC1)C(=O)O)C(F)(F)F 4-hydroxy-4-(trifluoromethyl)pyrrolidine-2-carboxylic acid